4-bromo-N,3-dimethyl-N-(3-(piperidin-4-yl)propyl)aniline BrC1=C(C=C(N(CCCC2CCNCC2)C)C=C1)C